tert-butyl (6-fluoro-4-(8-fluoro-5-((S)-2-methylazetidin-1-yl)-2-(methylsulfinyl)pyrido[4,3-d]pyrimidin-7-yl)-5-((triisopropylsilyl) ethynyl)naphthalen-2-yl)carbamate FC=1C(=C2C(=CC(=CC2=CC1)NC(OC(C)(C)C)=O)C1=C(C=2N=C(N=CC2C(=N1)N1[C@H](CC1)C)S(=O)C)F)C#C[Si](C(C)C)(C(C)C)C(C)C